CC1=C(C(=O)OC)C=CC(=C1C)S(=O)(=O)C methyl 2,3-dimethyl-4-methylsulfonylbenzoate